FC=1C=CC(=NC1)[C@@H](C)OC1=NN2C(C=CC(=C2)C=2C=NN(C2C)[C@@H]2[C@H](CCCC2)O)=C1C#N [(1R)-1-(5-fluoro-2-pyridyl)ethoxy]-6-[1-[(1S,2S)-2-hydroxycyclohexyl]-5-methyl-pyrazol-4-yl]pyrazolo[1,5-a]pyridine-3-carbonitrile